C1(CC1)COC1=C(C=CC(=N1)C(=O)N[C@H](COCCC([2H])([2H])F)CC(C)C)N1CC(C1)OC 6-(cyclopropylmethoxy)-N-[(2S)-1-{[3-fluoro(3,3-dideutero)propyl]oxy}-4-methylpent-2-yl]-5-(3-methoxyazetidin-1-yl)pyridine-2-carboxamide